1-[4-(1-Azido-2,2,2-trifluoro-ethyl)phenyl]-4-nitro-pyrazole-3-carboxamide N(=[N+]=[N-])C(C(F)(F)F)C1=CC=C(C=C1)N1N=C(C(=C1)[N+](=O)[O-])C(=O)N